C(=O)(OC(C)(C)C)N1CCSCC1 BOC-thiomorpholine